[Mo+4].P(=S)(SCCCCCCC)(OCCCCCCC)[O-].C(CCCCCC)SP(=S)(OCCCCCCC)[O-].C(CCCCCC)SP(=S)(OCCCCCCC)[O-].C(CCCCCC)SP(=S)(OCCCCCCC)[O-] diheptyl dithiophosphate molybdenum